N-(4-(3-(1-propenylpiperidin-3-yl)pyridin-4-yl)-2-methylbenzyl)-3-(1-methylcyclopropyl)-1,2,4-oxadiazole-5-carboxamide C(=CC)N1CC(CCC1)C=1C=NC=CC1C1=CC(=C(CNC(=O)C2=NC(=NO2)C2(CC2)C)C=C1)C